(S)-3-cyclopropyl-1-(1-(6,7-difluoro-3-methyl-4-oxo-3,4-dihydrophthalazin-1-yl)ethyl)-1-isobutylurea C1(CC1)NC(N(CC(C)C)[C@@H](C)C1=NN(C(C2=CC(=C(C=C12)F)F)=O)C)=O